3-(3-(5-((5-cyclopropyl-3-(2,6-dichlorophenyl)isoxazol-4-yl)methoxy)pyrazin-2-yl)-3-Hydroxyazetidine-1-yl)benzoic acid C1(CC1)C1=C(C(=NO1)C1=C(C=CC=C1Cl)Cl)COC=1N=CC(=NC1)C1(CN(C1)C=1C=C(C(=O)O)C=CC1)O